O1C(=CC=C1)C=CC(=O)C1=C(C=CC=C1)O 3-(furan-2-yl)-1-(2-hydroxyphenyl)prop-2-ene-1-one